CC1=C(NC=C1C(=O)C=1C=NC(=CC1)C(F)(F)F)C(=O)OCC ethyl 3-methyl-4-(6-(trifluoromethyl) pyridine-3-carbonyl)-1H-pyrrole-2-carboxylate